4-(4-amino-2,6-diiodo-phenoxy)-2-(isopropenyl)phenol NC1=CC(=C(OC2=CC(=C(C=C2)O)C(=C)C)C(=C1)I)I